C(C)(=O)O[C@@H]1[C@H](O[C@H]([C@@H]([C@H]1OC(C)=O)OC(C)=O)OC1=C(C=C(C=C1)CO[Si](C)(C)C(C)(C)C)C=O)C(=O)OCC=C (2S,3S,4S,5R,6S)-2-((allyloxy)carbonyl)-6-(4-(((tert-butyldimethylsilyl)oxy)methyl)-2-formylphenoxy)tetrahydro-2H-pyran-3,4,5-triyl triacetate